(E)-11-methyl-octadec-12-enoic acid CC(CCCCCCCCCC(=O)O)\C=C\CCCCC